4-((1-((4-(2-(2-Aminopyridin-3-yl)-5-(4-fluorophenyl)-3H-imidazo[4,5-b]pyridin-3-yl)phenyl)methyl-d2)piperidin-4-yl)(methyl)amino)pyrimidine-2-carbonitrile NC1=NC=CC=C1C1=NC=2C(=NC(=CC2)C2=CC=C(C=C2)F)N1C1=CC=C(C=C1)C(N1CCC(CC1)N(C1=NC(=NC=C1)C#N)C)([2H])[2H]